C(C)OC(=O)C1=NN(C=C1C1=CC=C(C=C1)F)C(=C)C1=CC=C(C=C1)F 4-(4-fluorophenyl)-1-[1-(4-fluorophenyl)vinyl]pyrazole-3-carboxylic acid ethyl ester